C5-fluoropyridin-2-amine FC=1C=CC(=NC1)N